FC(C1=NC2=CC=CC=C2C(=C1)N[C@@H]1C[C@@H](CCC1)NC(=O)C1=CCCCO1)(F)F N-[(1R,3S)-3-{[2-(trifluoromethyl)quinolin-4-yl]amino}cyclohexyl]-3,4-dihydro-2H-pyran-6-carboxamide